COC=1C=C2CCNCC2=CC1 6-METHOXY-3,4-DIHYDRO-1H-ISOQUINOLINE